ClC1=C(C=CC=C1)C=1C(=NC2=CC=C(C=C2C1)NC(=O)NCC(CC)O)C 1-(3-(2-chlorophenyl)-2-methylquinolin-6-yl)-3-(2-hydroxybutyl)urea